5-(4-((3-ethyl-2-oxo-1,2,3,4-tetrahydroquinazolin-7-yl)methyl)piperazin-1-yl)-6-methyl-N-ethylpyridinecarboxamide C(C)N1C(NC2=CC(=CC=C2C1)CN1CCN(CC1)C=1C=CC(=NC1C)C(=O)NCC)=O